CC=1C=C2C(=CN1)NC=C2 5-methyl-1H-pyrrolo[2,3-c]pyridine